Dibutylketon C(CCC)C(=O)CCCC